(1S,4S)-4-((7-morpholino-1,6-naphthyridin-5-yl)oxy)-N-(tetrahydro-2H-pyran-4-yl)cyclohexane-1-carboxamide O1CCN(CC1)C1=NC(=C2C=CC=NC2=C1)OC1CCC(CC1)C(=O)NC1CCOCC1